[BH4-].[Sn+4].[BH4-].[BH4-].[BH4-] Tin borohydride